FC(O[C@@H]1C[C@H](N(C1)C(CNC(C1=CC(=C(C=C1)OC1=CC=CC=C1)C)=O)=O)C(=O)OC)F methyl (2S,4R)-4-(difluoromethoxy)-1-((3-methyl-4-phenoxybenzoyl)glycyl)pyrrolidine-2-carboxylate